methyl 4-(2-chloro-4-fluorophenyl)-6-((2r,3R,4s,5S)-4-(2-methoxy-2-oxoethyl)cuban-1-yl)-2-(thiazol-2-yl)-1,4-dihydropyrimidine-5-carboxylate ClC1=C(C=CC(=C1)F)C1N=C(NC(=C1C(=O)OC)C12C3C4C5(C3C1C5C24)CC(=O)OC)C=2SC=CN2